N1=CN=CC2=C1NC=C2C=2C=C(C=NC2)C2=CC=C(C=C2)N2C(CCC2)=O 1-(4-(5-(7H-pyrrolo[2,3-d]pyrimidin-5-yl)pyridin-3-yl)phenyl)pyrrolidin-2-one